N[C@H]1CN(CCC1)C(=O)C1=CC=2N(C=C1)C(=C(N2)C2=C(C1=C(S2)C=CC=C1)CC)C (R)-(3-Aminopiperidin-1-yl)(2-(3-ethylbenzo[b]thiophen-2-yl)-3-methylimidazo[1,2-a]pyridin-7-yl)methanon